C1(CC1)N1[C@H](CN(CC1)C1CCN(CC1)C1=C(C=C(C(=C1)OC)NC1=NC=NC(=C1)N1OCC[C@@H]1C1=C(C=CC=C1F)F)NC(C=C)=O)C N-(2-(4-((S)-4-cyclopropyl-3-methylpiperazine-1-yl)piperidine-1-yl)-5-((6-((R)-3-(2,6-difluorophenyl)isoxazolidine-2-yl)pyrimidine-4-yl)amino)-4-methoxyphenyl)acrylamide